ClC1=C(C(=CC(=C1)Cl)Cl)OC(C(=O)OC1=C(C=C(C=C1Cl)Cl)Cl)=O.FC1=C(C(=O)NC=2C=NC(=CC2)OC2=C(C=C(C=C2)NC)OC)C=CC(=C1F)F 2,3,4-Trifluoro-N-{6-[2-methoxy-4-(methylamino)phenoxy]pyridin-3-yl}benzamide bis(2,4,6-trichlorophenyl)oxalate